C1(CCCC1)P(C1=CC=C(C=C1)C(C)C)C1CCCC1 dicyclopentyl-(4-isopropylphenyl)phosphine